C(C)(C)(C)OC(=O)N1CCN(CC1)C=1C2=C(N=CN1)N(C=C2C2=C(C=CC=C2)F)C2=NC=CC(=C2)C#N tert-Butyl-4-(7-(4-cyanopyridin-2-yl)-5-(2-fluorophenyl)-7H-pyrrolo[2,3-d]pyrimidin-4-yl)piperazine-1-carboxylate